FC1=CC(=CC=2CCOC21)[N+](=O)[O-] 7-fluoro-5-nitro-2,3-dihydrobenzofuran